(3S,4R)-4-methyl-4-(3-((3aS,4S,6S)-3a,5,5-trimethylhexahydro-4,6-methanobenzo[d][1,3,2]dioxaborol-2-yl)propyl)-2-azabicyclo[3.1.0]hexane-3-carboxylic acid C[C@@]1([C@H](NC2CC12)C(=O)O)CCCB1O[C@@]2(C(O1)C[C@H]1C([C@@H]2C1)(C)C)C